COC=1NC(C(=CN1)C1=CC=2N=CN=C(C2S1)N1CC(CC1)OCCN1CCCCC1)=O 2-methoxy-5-[4-[3-[2-(1-piperidinyl)ethoxy]pyrrolidin-1-yl]thieno[3,2-d]pyrimidin-6-yl]-1H-pyrimidin-6-one